C1(CC1)C1=C(C(=NO1)C1(C(C1)(F)F)C)COC12CCC(CC1)(CC2)C2=NC1=CC=CC=C1C=C2 2-(4-((5-Cyclopropyl-3-(2,2-difluoro-1-methylcyclopropyl)isoxazol-4-yl)methoxy)bicyclo[2.2.2]octan-1-yl)chinolin